8-(4-amino-2-(trifluoromethoxy)phenoxy)pyrido[2,3-b]pyrazin-3(4H)-one hydrochloride Cl.NC1=CC(=C(OC2=CC=NC=3NC(C=NC32)=O)C=C1)OC(F)(F)F